tert-butyl (2S,5S)-5-(4-chlorobenzyl)-2-ethylpiperazine-1-carboxylate ClC1=CC=C(C[C@@H]2NC[C@@H](N(C2)C(=O)OC(C)(C)C)CC)C=C1